1-(4-((4-((3'-amino-2',4'-difluoro-4-methoxy-[1,1'-biphenyl]-3-yl)amino)-7-methoxy-quinazolin-6-yl)oxy)piperidin-1-yl)prop-2-en-1-one NC=1C(=C(C=CC1F)C1=CC(=C(C=C1)OC)NC1=NC=NC2=CC(=C(C=C12)OC1CCN(CC1)C(C=C)=O)OC)F